The molecule is this compound belongs to the class of organic compounds known as dicarboxylic acids and derivatives. These are organic compounds containing exactly two carboxylic acid groups. It is a dicarboxylic acid and a 1,1-diol. C(=O)(C(C(=O)O)(O)O)O